O=C(CON=CC(C)NC=1C=NNC(C1C(F)(F)F)=O)N1CCN(CC1)C1=NC=C(C=N1)C(F)(F)F 2-((6-oxo-5-(trifluoromethyl)-1,6-dihydropyridazin-4-yl)amino)propanal O-(2-oxo-2-(4-(5-(trifluoromethyl)pyrimidin-2-yl)piperazin-1-yl)ethyl) oxime